C1(CC1)CNC(C=1C=CC(=C(N)C1)F)C1=CC=NC=C1 (-)-5-((cyclopropylmethylamino)(pyridin-4-yl)methyl)-2-fluoroaniline